Triethylamine trihydrofluoride F.F.F.C(C)N(CC)CC